COC1=C(C=CC=C1)CC(=O)O (R)-2-methoxyphenylacetic acid